C(C)(=O)N1CCN(CC1)C1=CC=C(C=N1)C=1C=C(C=2N(C1)N=CC2C#N)SC2=C(C=CC=C2)C#N 6-(6-(4-acetylpiperazin-1-yl)pyridin-3-yl)-4-((2-cyanophenyl)thio)pyrazolo[1,5-a]pyridine-3-carbonitrile